6-(8-fluoro-7-(8-fluoronaphthalen-1-yl)-2-((tetrahydro-1H-pyrrolizin-7a(5H)-yl)methoxy)pyrido[4,3-d]pyrimidin-4-yl)-6-azaspiro[3.5]nonan-1-ol FC1=C(N=CC2=C1N=C(N=C2N2CC1(CCC1O)CCC2)OCC21CCCN1CCC2)C2=CC=CC1=CC=CC(=C21)F